[N-]=C=O.[N-]=C=O.C1CCCC2=CC=CC=C12 tetrahydronaphthalene diisocyanate